methyl 3-(9-((4-(((tert-butoxycarbonyl)amino)methyl)-2-(pentyloxy)phenyl)carbamoyl)-4,5-dihydrobenzo[b]thieno[2,3-d]oxepin-8-yl)-6-(propylcarbamoyl)picolinate C(C)(C)(C)OC(=O)NCC1=CC(=C(C=C1)NC(=O)C1=CC2=C(OCCC3=C2SC=C3)C=C1C=1C(=NC(=CC1)C(NCCC)=O)C(=O)OC)OCCCCC